1-(2-(1-methyl-1H-imidazo[1,2-b]pyrazole-7-carbonyl)-2-azaspiro[3.3]heptan-6-yl)-3-(4-(trifluoromethoxy)pyridin-2-yl)urea CN1C=CN2N=CC(=C21)C(=O)N2CC1(C2)CC(C1)NC(=O)NC1=NC=CC(=C1)OC(F)(F)F